4-(2-furyl)-5-pentyl-benzene-1,3-diol O1C(=CC=C1)C1=C(C=C(C=C1CCCCC)O)O